OC1=C(C=2C=CC=C(C2C=C1)C(=O)[O-])C1=C(C=CC=2C(=CC=CC12)C(=O)[O-])O 2,2'-dihydroxy-1,1'-binaphthalene-5,5'-dicarboxylate